oxotrichlorobis(dimethylamino)rhenium(V) O=[Re-2](N(C)C)(N(C)C)(Cl)(Cl)Cl